4-diazo-3-methoxydiphenylamine sulfate COC1=C(C=CC(=C1)NC2=CC=CC=C2)[N+]#N.OS(=O)(=O)[O-]